2-(benzyloxy)-1,3,4,5-tetrafluorobenzene C(C1=CC=CC=C1)OC1=C(C=C(C(=C1F)F)F)F